ClC1=NC=C(C(=O)NN)C(=C1)NC([2H])([2H])[2H] 6-chloro-4-((methyl-d3)amino)nicotinic acid hydrazide